C(CC(C)C)OS(=O)(=O)CC(=O)OCCC(C)C isoamyl 2-(isopentoxysulfonyl)-acetate